3-methoxy-2-((2-oxo-4-(o-tolyl)-2H-chromen-7-yl)methyl)propanenitrile COCC(C#N)CC1=CC=C2C(=CC(OC2=C1)=O)C1=C(C=CC=C1)C